4-(2,4-dichloro-3-((1,3-dimethyl-1H-pyrazol-5-oxy)methyl)benzoyl)-5-hydroxy-1,3-dimethyl-1H-pyrazole ClC1=C(C(=O)C=2C(=NN(C2O)C)C)C=CC(=C1COC1=CC(=NN1C)C)Cl